ClC1=CC=C(C=C1)C=1C2=C(NC([C@H](N1)CC(=O)OC)=O)SC(=C2C)C methyl 2-[(3R)-5-(4-chlorophenyl)-6,7-dimethyl-2-oxo-1H,3H-thieno[2,3-e][1,4]diazepin-3-yl]acetate